tert-Butyl 3-(4-(3-(((allyloxy)carbonyl)amino)-1-(3-((tert-butoxycarbonyl)-amino)propyl)-1H-pyrazol-4-yl)phenoxy)-2-hydroxypropanoate C(C=C)OC(=O)NC1=NN(C=C1C1=CC=C(OCC(C(=O)OC(C)(C)C)O)C=C1)CCCNC(=O)OC(C)(C)C